NC1=C([N+](=CC2=C(C=CC=C12)C=1C(=NC=NC1)Cl)[O-])C(NCCC)=O 4-amino-8-(4-chloropyrimidin-5-yl)-3-(propylcarbamoyl)isoquinoline-2-oxide